4-(4-(2,5-Diazabicyclo[2.2.2]octan-2-yl)-8-fluoro-2-((tetrahydro-1H-pyrrolizin-7a(5H)-yl)methoxy)pyrido[4,3-d]pyrimidin-7-yl)-5-ethyl-6-fluoronaphthalen-2-ol C12N(CC(NC1)CC2)C=2C1=C(N=C(N2)OCC23CCCN3CCC2)C(=C(N=C1)C1=CC(=CC2=CC=C(C(=C12)CC)F)O)F